tert-butyl N-[[4-[[4-[2-[1-(2,6-dioxo-3-piperidyl)-3-methyl-2-oxo-benzimidazol-4-yl] ethynyl]-1-piperidyl]methyl]phenyl]methyl]carbamate O=C1NC(CCC1N1C(N(C2=C1C=CC=C2C#CC2CCN(CC2)CC2=CC=C(C=C2)CNC(OC(C)(C)C)=O)C)=O)=O